3-methyl-5-phenylpentyl palmitate C(CCCCCCCCCCCCCCC)(=O)OCCC(CCC1=CC=CC=C1)C